FC1=C2C=CN(C2=CC=C1F)C1CNC1 4,5-difluoro-1-(azetidin-3-yl)-1H-indole